[Cr+3].N(=NC1(CCCCC1)C#N)C1(CCCCC1)C#N 1,1'-azobis(cyclohexanecarbonitrile) chromium (+3)